oxo-1H-1,6-naphthyridine-5-carbonitrile O=C1NC=2C=CN=C(C2C=C1)C#N